CC1=C2C(=CC=3C=4C=CC(=CC4N(C13)C)OCCN1CCOCC1)C=NC=C2 4-(2-((5,6-dimethyl-6H-pyrido[4,3-b]carbazol-8-yl)oxy)ethyl)morpholine